C12COCC(N1C=1SC3=C(N1)C=CC(=C3C(=O)NC=3C=NC(=CC3C(NC3=CC1=C(OC(O1)(F)F)C=C3)=O)OC)OCC)C2 2-(3-Oxa-6-azabicyclo[3.1.1]heptan-6-yl)-N-(4-((2,2-difluorobenzo[d][1,3]dioxol-5-yl)carbamoyl)-6-methoxypyridin-3-yl)-6-ethoxybenzo[d]thiazole-7-carboxamide